3-(((2-Fluorophenyl)thio)methyl)benzofuran FC1=C(C=CC=C1)SCC1=COC2=C1C=CC=C2